5-[2-(1,1-Dimethylethyl)-4-pyridinyl]-2-thiazolamine CC(C)(C)C1=NC=CC(=C1)C1=CN=C(S1)N